CC1OC=CCC1 2-methyl-2,3-dihydro-4H-pyran